(3R,4S)-3-cyclopropyl-1-[6-(1-cyclopropylpyrazol-4-yl)-[1,3]thiazolo[5,4-c]pyridin-4-yl]-4-methyl-2-oxopyrrolidine-3-carbonitrile C1(CC1)[C@]1(C(N(C[C@H]1C)C1=NC(=CC2=C1SC=N2)C=2C=NN(C2)C2CC2)=O)C#N